(R)-2-(6-((1-ethylpiperidin-3-yl)amino)-4-methylpyridazin-3-yl)-5-ethynylphenol C(C)N1C[C@@H](CCC1)NC1=CC(=C(N=N1)C1=C(C=C(C=C1)C#C)O)C